N-(1-((1-(5-cyano-4-methylpyridin-2-yl)-1H-pyrazol-4-yl)methyl)-3-(4-methyl-1-oxo-1,3-dihydroisobenzofuran-5-yl)piperidin-4-yl)acetamide C(#N)C=1C(=CC(=NC1)N1N=CC(=C1)CN1CC(C(CC1)NC(C)=O)C=1C(=C2COC(C2=CC1)=O)C)C